C(CCCCC)[Al](CCCCCC)CCCCCC Tri-hexylaluminium